C1(CC1)N1C(=NC2=C(C=C(C=C2C1=O)F)[C@@H](C)NC1=C(C(=O)O)C=C(C=C1)F)C1CCOCC1 2-[[(1R)-1-(3-cyclopropyl-6-fluoro-4-oxo-2-tetrahydropyran-4-yl-quinazolin-8-yl)ethyl]amino]-5-fluoro-benzoic acid